(4-fluoroanilino)-2-methoxy-benzonitrile FC1=CC=C(NC=2C(=C(C#N)C=CC2)OC)C=C1